(1S,3R)-benzyl 3-formylcyclohexanecarboxylate C(=O)[C@H]1C[C@H](CCC1)C(=O)OCC1=CC=CC=C1